ethyl 3-bromo-1-(2-((tert-butoxycarbonyl) amino) ethyl)-1H-pyrazole-5-carboxylate BrC1=NN(C(=C1)C(=O)OCC)CCNC(=O)OC(C)(C)C